C1(=CC=CC=C1)P(C1=CC=CC=C1)CN(CP(C1=CC=CC=C1)C1=CC=CC=C1)CP(C1=CC=CC=C1)C1=CC=CC=C1 tris(diphenylphosphinomethyl)amine